C(#N)C(C(=O)O)=CC1=CC=C(C=C1)C 2-cyano-3-(4-methylphenyl)acrylic acid